Ethyl (S)-3-(3-(7-Hydroxy-5-oxo-1,2,3,5-tetrahydroindolizin-6-yl)ureido)-3-(5-methoxybiphenyl-3-yl)propanoat OC1=C(C(N2CCCC2=C1)=O)NC(N[C@@H](CC(=O)OCC)C=1C=C(C=C(C1)OC)C1=CC=CC=C1)=O